racemic-(R)-6-(1-methoxyethyl)quinoline-4-carboxylic acid methyl ester COC(=O)C1=CC=NC2=CC=C(C=C12)[C@@H](C)OC |r|